5-bromo-2-tert-butyl-4-(4,4-difluorocyclohexyl)pyridine BrC=1C(=CC(=NC1)C(C)(C)C)C1CCC(CC1)(F)F